2-(4-(dimethylamino)-2-oxoquinazolin-1(2H)-yl)acetic acid CN(C1=NC(N(C2=CC=CC=C12)CC(=O)O)=O)C